CC1=C(C(=O)O)C=CC(=C1)OCC(C)(C)C 2-methyl-4-(neopentyloxy)benzoic acid